C(C)(C)C=1CC[C@@H]2[C@]3(CCC[C@]([C@@H]3CC=C2C1)(C(=O)NC1=NC=NC(=C1)NC1=CC=CC=C1)C)C (1R,4aR,4bR,10aR)-7-isopropyl-1,4a-dimethyl-N-(6-(phenylamino)pyrimidin-4-yl)-1,2,3,4,4a,4b,5,6,10,10a-decahydrophenanthrene-1-carboxamide